COC1=NC=C(C=N1)N1C(NC2=C(C1=O)SC=N2)=S 6-(2-Methoxypyrimidin-5-yl)-5-thioxo-5,6-dihydrothiazolo[4,5-d]pyrimidin-7(4H)-one